(isopropylamino)-3-(thiazol-2-yloxy)propan-2-ol C(C)(C)NCC(COC=1SC=CN1)O